O=C1NC(CC[C@@H]1N1C(C2=CC=CC(=C2C1)OCC=1C=CC(=NC1)SC1CCN(CC1)C1=C(C=C(C#N)C=C1)F)=O)=O (S)-4-(4-((5-(((2-(2,6-Dioxopiperidin-3-yl)-1-oxoisoindolin-4-yl)oxy)methyl)pyridin-2-yl)thio)piperidin-1-yl)-3-fluorobenzonitrile